(7R)-N'-((1,2,3,5,6,7-hexahydro-s-indacen-4-yl)carbamoyl)-7-methyl-5,6,7,8-tetrahydropyrazolo[5,1-b][1,3]oxazepine-3-sulfonimidamide C1CCC2=C(C=3CCCC3C=C12)NC(=O)N=S(=O)(N)C=1C=NN2C1OCC[C@H](C2)C